COC([C@@H](C)F)=O 2-(R)-fluoropropionic acid methyl ester